N-(6-((4-(4-(difluoromethyl)thiazol-2-yl)piperazin-1-yl)sulfonyl)pyridazin-3-yl)-2-(N-methylmethylsulfonamido)benzamide FC(C=1N=C(SC1)N1CCN(CC1)S(=O)(=O)C1=CC=C(N=N1)NC(C1=C(C=CC=C1)N(S(=O)(=O)C)C)=O)F